CN(C(CNC(=O)N1CC2=CC=C(C=C2C1)F)C1=CC=C(C=C1)O)C N-(2-(dimethylamino)-2-(4-hydroxyphenyl)ethyl)-5-fluoroisoindoline-2-carboxamide